C(=O)(O)CCSC1=C(C(=O)O)C=CC=N1 2-[(2-carboxyethyl)thio]nicotinic acid